FC1=C(C=CC=C1)C=1N(C2=C(C=NC(=C2)C2=NC=NN2)N1)C1CC(CC(C1)OC)N 3-(2-(2-fluorophenyl)-6-(1H-1,2,4-triazol-5-yl)-1H-imidazo[4,5-c]pyridin-1-yl)-5-methoxycyclohexan-1-amine